O.N[C@@H](CC(N)=O)C(=O)O |r| racemic-asparagine monohydrate